N-(1-(pyridin-2-yl)ethyl)-8-(spiro[2.5]oct-5-en-6-yl)quinoline-3-carboxamide N1=C(C=CC=C1)C(C)NC(=O)C=1C=NC2=C(C=CC=C2C1)C1=CCC2(CC2)CC1